di(cyclohexyl)ammonium tetrakis(pentafluorophenyl)borate Methyl-1-((3,3-difluoro-1-methylcyclobutyl)methyl)-3-(2,2-difluorocyclopropyl)-4-iodo-1H-pyrazole-5-carboxylate COC(=O)C1=C(C(=NN1CC1(CC(C1)(F)F)C)C1C(C1)(F)F)I.FC1=C(C(=C(C(=C1[B-](C1=C(C(=C(C(=C1F)F)F)F)F)(C1=C(C(=C(C(=C1F)F)F)F)F)C1=C(C(=C(C(=C1F)F)F)F)F)F)F)F)F.C1(CCCCC1)[NH2+]C1CCCCC1